N1[C@@H](CCC2=CC=CC=C12)C(=O)N1CCN(CC1)C1=NC=C(C=N1)C(F)(F)F [(2S)-1,2,3,4-tetrahydroquinolin-2-yl]-[4-[5-(trifluoromethyl)pyrimidin-2-yl]piperazin-1-yl]methanone